N-[8-(methylamino)-5-(4,4,5,5-tetramethyl-1,3,2-dioxaborolan-2-yl)pyrido[3,4-c]pyridazin-3-yl]cyclopropanecarboxamide CNC1=NC=C(C2=C1N=NC(=C2)NC(=O)C2CC2)B2OC(C(O2)(C)C)(C)C